2-butoxy-1-methylethyl (2-butoxy-1-methylethyl [(4-amino-3,5-dichloro-6-fluoro-2-pyridinyl)oxy]acetate) C(CCC)OCC(C)C(C(=O)OC(COCCCC)C)OC1=NC(=C(C(=C1Cl)N)Cl)F